C1(CCCCC1)N(C1=C(C(N(C2=CC=C(N=C12)OC)C)=O)C#N)C 4-[cyclohexyl(methyl)amino]-6-methoxy-1-methyl-2-oxo-1,2-dihydro-1,5-naphthyridine-3-carbonitrile